BrC=1N=C(SC1)C1=NN=CN1C(C)C 4-bromo-2-(4-isopropyl-4H-1,2,4-triazol-3-yl)thiazole